1-(2-(1-aminoethyl)-6-cyclopropylimidazo[1,2-b]pyridazin-8-yl)-3-methylimidazolidine-2,4-dione NC(C)C=1N=C2N(N=C(C=C2N2C(N(C(C2)=O)C)=O)C2CC2)C1